FC(C1=NN(C=N1)C=1C=NC=C(C(=O)O)C1)(F)F 5-(3-(trifluoromethyl)-1H-1,2,4-triazol-1-yl)nicotinic acid